C1CC2CCC1C2 (1s,4s)-bicyclo[2.2.1]heptane